(benzofuran-5-yl)-2-bromobutan-1-one O1C=CC2=C1C=CC(=C2)C(C(CC)Br)=O